C(C)N(CC)CC.C(C)(=O)CC(=O)NS(=O)(=O)O acetylacetamidosulfonic acid triethylamine salt